C1(CCCCC1)C1(C=2C(=NC(=N1)NC1=C(C=C(C=C1)N1CCOCC1)OC)NNC2C=2N=CN(C2)C)N 4-cyclohexyl-N6-(2-methoxy-4-morpholinophenyl)-3-(1-methyl-1H-imidazol-4-yl)-1H-pyrazolo[3,4-d]pyrimidine-4,6-diamine